(3-((3,4-dihydroisoquinolin-2(1H)-yl)methyl)-3-hydroxypiperidin-1-yl)(4-methyl-3-(phenylamino)phenyl)methanone tert-Butyl-4-(6-(methoxycarbonyl)pyridin-3-yl)piperazine-1-carboxylate C(C)(C)(C)OC(=O)N1CCN(CC1)C=1C=NC(=CC1)C(=O)OC.C1N(CCC2=CC=CC=C12)CC1(CN(CCC1)C(=O)C1=CC(=C(C=C1)C)NC1=CC=CC=C1)O